1-(1,3,5,6,7,8-hexahydro-2,4,7-triaza-cyclopenta[b]naphthalen-2-yl)-ethanone C1N(CC=2C1=CC=1CNCCC1N2)C(C)=O